C(C)(C)(C)OC(=O)N1CC(CCC1)C1=CC=CC=2NCCOC21.ClP(=O)(CCP(=O)(Cl)Cl)Cl 1,2-bis(dichlorophosphinyl)ethane tert-butyl-3-(3,4-dihydro-2H-1,4-benzoxazin-8-yl)piperidine-1-carboxylate